C(C)(C)(C)OC(CN1C(CCC1)(C)C=1N(C=2C=C(C=C(C2C1)C(=O)O)F)S(=O)(=O)C1=CC=C(C)C=C1)=O 2-(1-(2-(tert-butyloxy)-2-oxoethyl)-2-methylpyrrolidin-2-yl)-6-fluoro-1-tosyl-1H-indole-4-carboxylic acid